[Si](C)(C)(C(C)(C)C)OCCNS(=O)(=O)C1=CC=C(C=C1)NC1=NC=C(C(=N1)Cl)C(F)(F)F N-(2-((tert-butyldimethylsilyl)oxy)ethyl)-4-((4-chloro-5-(trifluoromethyl)pyrimidin-2-yl)amino)benzenesulfonamide